1-((3aR,5R,6S,6aS)-6-fluoro-2,2-dimethyltetrahydrofuro[2,3-d][1,3]Dioxol-5-yl)ethane-1-ol F[C@H]1[C@H](O[C@@H]2OC(O[C@@H]21)(C)C)C(C)O